2-[4-[[(7,9-dimethylpyrido[3',2':4,5]thieno[3,2-d]pyrimidin-4-yl)amino]methyl]phenyl]propan-2-ol CC=1C=C(C2=C(SC3=C2N=CN=C3NCC3=CC=C(C=C3)C(C)(C)O)N1)C